N[C@H]1CCCC[C@@H]2N(C1=O)[C@@H](CC2)C(=O)N2C1(CC1)C[C@@H](C2)C2=CC(N(C=C2)CCCCCOC2=CC=C(C=C2)C2C(NC(CC2)=O)=O)=O 3-(4-((5-(4-((R)-4-((3S,6S,10aS)-6-amino-5-oxodecahydropyrrolo[1,2-a]azocine-3-carbonyl)-4-azaspiro[2.4]heptan-6-yl)-2-oxopyridin-1(2H)-yl)pentyl)oxy)phenyl)piperidine-2,6-dione